4-[({[(5-fluoro-2-oxo-1,3-dioxolan-4-yl)methyl]oxy}(oxy)-λ4-thio)oxy]-2λ6-1,2-oxathiolan-2,2-dione FC1C(OC(O1)=O)COO[SH2]OC1CS(OC1)(=O)=O